C(C1=CC=CC=C1)OC=1C=C(C=CC1OC)N1C(N(CCC1)CC1=C(C=C(C=C1)C(CNC(OC(C)(C)C)=O)=O)OC)=O tert-butyl (2-(4-((3-(3-(benzyloxy)-4-methoxyphenyl)-2-oxotetrahydropyrimidin-1(2H)-yl)methyl)-3-methoxyphenyl)-2-oxoethyl)carbamate